O=C1CC2C(CN(C2)C(=O)OC(C)(C)C)C1 tertbutyl 5-oxo-1,3,3a,4,6,6a-hexahydrocyclopenta[c]pyrrole-2-carboxylate